methylene-5-hexenoic acid C=C(C(=O)O)CCC=C